tert-butyl 2'-(3-chloro-1H-pyrrolo[2,3-b]pyridin-5-yl)-5',6'-dihydrospiro[piperidine-4,4'-pyrrolo[1,2-b]pyrazole]-1-carboxylate ClC1=CNC2=NC=C(C=C21)C=2C=C1N(N2)CCC12CCN(CC2)C(=O)OC(C)(C)C